methyl (R)-2-(6-(1-aminoethyl)-1-(2,2-difluoropent-4-en-1-yl)-1H-pyrrolo[2,3-b]pyridin-2-yl)-1-cyclopropyl-6-fluoro-1H-benzo[d]imidazole-5-carboxylate N[C@H](C)C1=CC=C2C(=N1)N(C(=C2)C2=NC1=C(N2C2CC2)C=C(C(=C1)C(=O)OC)F)CC(CC=C)(F)F